NC=1C=CC(=C(C1)S(=O)(=O)NCC1=C(C=C(C=C1)OC)OC)C=1C=NC=CC1 5-amino-N-(2,4-Dimethoxybenzyl)-2-(pyridin-3-yl)benzenesulfonamide